BrC1=C(C=C(C=C1)I)OC(F)(F)F 1-bromo-4-iodo-2-(trifluoromethoxy)benzene